4-(trifluoromethyl)furo[2,3-b]pyridin-6-ol FC(C1=C2C(=NC(=C1)O)OC=C2)(F)F